4-(4,4,5,5-tetramethyl-1,3,2-dioxaborolan-2-yl)-5-(trifluoromethyl)-1-(triisopropylsilyl)-1H-pyrrolo[2,3-b]pyridine CC1(OB(OC1(C)C)C1=C2C(=NC=C1C(F)(F)F)N(C=C2)[Si](C(C)C)(C(C)C)C(C)C)C